C(=O)(O)C(C)C1(C2=CC=CC=C2C=2C=CC=CC12)C(C)C(=O)O 9,9-Bis[1-carboxyethyl]fluorene